ClC=1N=C(C2=C(N1)OCCC2)Cl 2,4-dichloro-6,7-dihydro-5H-pyrano[2,3-d]pyrimidine